[I-].[I-].C(C)C1(C(=C(C(=C1C)C)C)C)[Zr+2]C1C(=CC2=CC=CC=C12)CC (1-ethyl-2,3,4,5-tetramethylcyclopentadienyl)(2-ethylindenyl)zirconium diiodide